phenyl-phosphate disodium salt [Na+].[Na+].C1(=CC=CC=C1)OP(=O)([O-])[O-]